(R)-1-(tert-butyl)-N-(8-(2-((1-isopropyl-1H-pyrazol-4-yl)amino)pyrimidin-4-yl)-2-(oxetan-3-yl)-2,3,4,5-tetrahydro-1H-benzo[c]azepin-5-yl)-1H-1,2,3-triazole-4-carboxamide C(C)(C)(C)N1N=NC(=C1)C(=O)N[C@H]1C2=C(CN(CC1)C1COC1)C=C(C=C2)C2=NC(=NC=C2)NC=2C=NN(C2)C(C)C